sodium β-bromoethylbenzenesulfonate BrCCOS(=O)(=O)C1=CC=CC=C1.[Na]